ethyl-{[1-(2,4-dichlorophenyl)-5-(4-methylphenyl)-1H-pyrazol-3-yl]oxy}acetate C(C)OC(COC1=NN(C(=C1)C1=CC=C(C=C1)C)C1=C(C=C(C=C1)Cl)Cl)=O